[Cu].[Ag].[Bi].[Sn] tin bismuth silver copper